N,N,N-trimethyl-propyl-ammonium hexafluorophosphate F[P-](F)(F)(F)(F)F.C[N+](C)(C)CCC